C(C)(C)(C)OC(=O)N1CC2(C1)N(CCNC2)C 5-methyl-2,5,8-triazaspiro[3.5]nonane-2-carboxylic acid tert-butyl ester